CC1=CC=C(C(=O)NNC(=O)C2=CNC3=CC=CC=C3C2=O)C=C1 N'-(4-methylbenzoyl)-4-oxo-1,4-dihydroquinoline-3-carbohydrazide